NC1=NC=CC(=C1Cl)SC=1C([C@H](C(=NC1)N1CCC2(CC1)C(C1=CC(=C(C=C1C2)OC)OC)N)C)=O (S)-5-((2-amino-3-chloropyridin-4-yl)thio)-2-(1-amino-5,6-dimethoxy-1,3-dihydrospiro[inden-2,4'-piperidin]-1'-yl)-3-methylpyridin-4(3H)-one